[C@@H]1([C@H](O)[C@@H](O)[C@H](O)CO1)N1C=CC2=CC=CC=C12 N-β-D-xylopyranosyl-indole